[(benzyloxy)carbonyl]-6-formyl-3H-spiro[2-benzofuran-1,4'-piperidine]-5-carboxylic acid C(C1=CC=CC=C1)OC(=O)N1CCC2(CC1)OCC1=C2C=C(C(=C1)C(=O)O)C=O